6,7-dihydrobenzo-furan-4(5H)-one O1C=CC2=C1CCCC2=O